4-amino-1-(tert-butyl)-N-(5-methyl-1H-pyrazol-3-yl)-1H-pyrazolo[3,4-d]pyrimidine-3-carboxamide NC1=C2C(=NC=N1)N(N=C2C(=O)NC2=NNC(=C2)C)C(C)(C)C